COC(C1=C(C(=C(C(=C1I)NC(COC)=O)I)C(=O)Cl)I)=O 3-chloroformyl-2,4,6-triiodo-5-(2-methoxyacetamido)-benzoic acid methyl ester